6-(difluoromethoxy)-N-[(4-ethylpyrimidin-5-yl)methyl]-5-fluoropyridine-3-carboxamide FC(OC1=C(C=C(C=N1)C(=O)NCC=1C(=NC=NC1)CC)F)F